(2-methylpropionic acid) trithiocarbonate C(S)(S)=S.CC(C(=O)O)C